CO.CO.C1CCCCC1 trans-cyclohexanedimethanol